3-(4-phenylaminophenyl)thiazolidin-4-one C1(=CC=CC=C1)NC1=CC=C(C=C1)N1CSCC1=O